NC=1C=C2CCC=CC2=CC1 6-amino-3,4-dihydronaphthalene